C(C=C)(=O)OCCSSCCOC(C=C)=O disulfanediylbis(ethane-2,1-diyl) diacrylate